[NH4+].[PH2]([O-])=O.[NH4+].C12CCC(CC1)CC2.[PH2]([O-])=O bicyclo[2.2.2]Octane ammonium phosphinate ammonium salt